(R)-6-chloro-3-((1-(2-cyano-7-methyl-3-(4-(trifluoromethyl)piperidin-1-yl)quinoxalin-5-yl)ethyl)amino)picolinic acid ClC1=CC=C(C(=N1)C(=O)O)N[C@H](C)C1=C2N=C(C(=NC2=CC(=C1)C)C#N)N1CCC(CC1)C(F)(F)F